5-methyl-6-(oxazole-2-yl)-2,4-dioxo-1,4-dihydrothieno[2,3-d]pyrimidin CC1=C(SC=2NC(NC(C21)=O)=O)C=2OC=CN2